FC(O[C@H]1CN(CC1)CCOCC1=CC=C(C=N1)C1=CC=2C3=C(N=NC2C=C1)N(C(N3C(C)C)=O)C)F (R)-8-(6-((2-(3-(difluoromethoxy)pyrrolidin-1-yl)ethoxy)methyl)pyridin-3-yl)-1-isopropyl-3-methyl-1H-imidazo[4,5-c]cinnolin-2(3H)-one